[Ti](Cl)(Cl)(Cl)Cl.[Sn] tin titanium tetrachloride